FC1=C(CN2N=C(C=C2C2=NOC=C2)C2=NC=CC(=N2)NC([C@H](C)OC(C)=O)=O)C=CC=C1 (S)-acetic acid 1-((2-(1-(2-fluorobenzyl)-5-(isoxazol-3-yl)-1H-pyrazol-3-yl) pyrimidin-4-yl) amino)-1-oxoprop-2-yl ester